4-((3-((2r,5r)-5-amino-1,3-dioxan-2-yl)propyl)(3-fluoro-4-methoxybenzyl)amino)benzonitrile NC1COC(OC1)CCCN(C1=CC=C(C#N)C=C1)CC1=CC(=C(C=C1)OC)F